COC(=O)C=1N=CN2C1[C@H](N=C(C1=C2C=CC(=C1)C#C)C1=C(C=CC=C1)F)C (R)-8-ethynyl-6-(2-fluorophenyl)-4-methyl-4H-benzo[f]imidazo[1,5-a][1,4]diazepin-3-carboxylic acid methyl ester